N-(2',5'-difluorobiphenyl-2-yl)-1-methyl-3-(trifluoromethyl)-1H-pyrazole-4-carboxamide FC1=C(C=C(C=C1)F)C1=C(C=CC=C1)NC(=O)C=1C(=NN(C1)C)C(F)(F)F